C(C)(C)C1=C(C=CC=C1)N1N=CC2=C(C1=O)NN=C2 6-(2-isopropylphenyl)-1,6-dihydro-7H-pyrazolo[3,4-d]pyridazin-7-one